sec-heptyl bromide C(C)(CCCCC)Br